ClC1=CC2=C(N=C(S2)NC2=NC3=C(N2C)C=CC=C3)C=C1 6-Chloro-benzothiazol-2-ylamino-1-methyl-1H-benzoimidazole